γ-glycidoxypropyl-Methyldiethoxysilane C(C1CO1)OCCC[Si](OCC)(OCC)C